(S)-N-(2,4-dimethoxybenzyl)-4-(3-(dimethylamino)-3-(3-(trifluoromethyl)phenethyl)piperidin-1-yl)-2,5-difluoro-N-(pyrimidin-4-yl)benzenesulfonamide COC1=C(CN(S(=O)(=O)C2=C(C=C(C(=C2)F)N2C[C@@](CCC2)(CCC2=CC(=CC=C2)C(F)(F)F)N(C)C)F)C2=NC=NC=C2)C=CC(=C1)OC